(R)-7-(3-(2-(1-(phenylsulfonyl)-1H-pyrrolo[2,3-b]pyridin-3-yl)thiazol-4-yl)phenyl)-6,7-dihydro-5H-pyrrolo[1,2-a]imidazol-7-ol C1(=CC=CC=C1)S(=O)(=O)N1C=C(C=2C1=NC=CC2)C=2SC=C(N2)C=2C=C(C=CC2)[C@@]2(CCN1C2=NC=C1)O